C1(CC1)C=1N=CC=2C3=C(C=C(C2C1)S(=O)(=O)NCC(C)C)C(CC3)NC3=NN=CN3C=3C=NC=CC3 3-cyclopropyl-N-(2-methylpropyl)-7-[(4-pyridin-3-yl-1,2,4-triazol-3-yl)amino]-8,9-dihydro-7H-cyclopenta[H]isoquinoline-5-sulfonamide